Diisopropyl ((perfluorophenoxy)(phenoxy)phosphoryl)-L-aspartate FC1=C(OP(=O)(OC2=CC=CC=C2)N[C@@H](CC(=O)OC(C)C)C(=O)OC(C)C)C(=C(C(=C1F)F)F)F